Isopropyl ((naphthalen-1-yloxy) (perfluorophenoxy)phosphoryl)-L-alaninate C1(=CC=CC2=CC=CC=C12)OP(=O)(OC1=C(C(=C(C(=C1F)F)F)F)F)N[C@@H](C)C(=O)OC(C)C